C[C@@H]1CN(CCN1)C=1SC2=C(N1)SC(=C2)C(=O)OCC Ethyl (R)-2-(3-methylpiperazin-1-yl)thieno[2,3-d]thiazole-5-carboxylate